N-(3-fluoro-4-((3-methylcyclopentyl)oxy)phenyl)-2-(pyrrolidin-1-yl)-5-(2,2,2-trifluoroethyl)oxazole-4-carboxamide FC=1C=C(C=CC1OC1CC(CC1)C)NC(=O)C=1N=C(OC1CC(F)(F)F)N1CCCC1